[Br-].C(CCC)N butylamine bromide salt